ClC1=CC=C(C=C1)N1N=NC=C1 1-(4-chlorophenyl)-1,2,3-triazole